ClC=1C=CC2=C(CC(CC=3N2C(=NN3)[C@@H]3CC[C@H](CC3)OC3=NC=CC=C3)NS(=O)(=O)C)C1 N-{8-Chloro-1-[trans-4-(pyridin-2-yloxy)cyclohexyl]-5,6-dihydro-4H-[1,2,4]triazolo[4,3-a][1]benzazepin-5-yl}methansulfonamid